C(C)(C)NC1=CC=C2C(=N1)C(=CN2)C=2CCN(CC2)C 5-(N-[isopropyl]amino)-3-(1-methyl-1,2,3,6-tetrahydro-pyridin-4-yl)pyrrolo[3,2-b]pyridine